FC1=C(C=CC=C1)C1=NOC(=C1)C(C)N1C=C(C2=C1N=CN=C2N)C=2C=NC(=NC2)OC 7-{1-[3-(2-fluorophenyl)isoxazol-5-yl]ethyl}-5-(2-methoxypyrimidin-5-yl)-7H-pyrrolo[2,3-d]pyrimidin-4-amine